(2R,4S)-1-(((9H-Fluoren-9-yl)methoxy)carbonyl)-4-(2-(tert-butoxy)-2-oxoethyl)pyrrolidine-2-carboxylic acid C1=CC=CC=2C3=CC=CC=C3C(C12)COC(=O)N1[C@H](C[C@H](C1)CC(=O)OC(C)(C)C)C(=O)O